C(C)OC(=O)C1=NC(=NO1)C1=CC=C(C=C1)Cl 3-(4-chlorophenyl)-1,2,4-oxadiazole-5-carboxylic acid ethyl ester